(E)-6-(8-chloro-5-cyclopropyl-5,6-dihydro-4H-benzo[f][1,2,4]triazolo[4,3-a][1,4]diazepin-1-yl)-N-hydroxy-2,6-diazaspiro[3.3]heptane-2-carboximidamide ClC=1C=CC2=C(CN(CC=3N2C(=NN3)N3CC2(CN(C2)\C(\NO)=N/[H])C3)C3CC3)C1